N1(CCC2(CC1)OC1=C(C2)C=CC=C1)C=1SC2=C(N1)C=CC(=C2)C(=O)O 2-(3H-spiro[benzofuran-2,4'-piperidine]-1'-yl)benzo[d]thiazole-6-carboxylic acid